C[Si](CCOCN1C2=C(OCC1=O)N=CC=N2)(C)C 4-(2-trimethylsilylethoxymethyl)pyrazino[2,3-b][1,4]oxazin-3-one